5-(hydroxymethyl)-2-((4-phenoxybutyryl)glycyl)-2-azabicyclo[3.1.0]Hexane-3-carboxamide OCC12CC(N(C2C1)C(CNC(CCCOC1=CC=CC=C1)=O)=O)C(=O)N